BrC1=CC=C(C=C1)N1CCC(CC1)OCC=1C(=NOC1C1CC1)C1=C(C=CC=C1Cl)Cl ((1-(4-bromophenyl)piperidin-4-yloxy)methyl)-5-cyclopropyl-3-(2,6-dichlorophenyl)isoxazole